FC1=CC(=C(C=C1C=1CCN(CC1)CC=1C=NN(C1)C)NC(=O)C1=CNC(C=C1C(F)(F)F)=O)N1C[C@H](N([C@H](C1)C)C)C |r| N-[4-fluoro-5-[1-[(1-methylpyrazol-4-yl)methyl]-3,6-dihydro-2H-pyridin-4-yl]-2-[rac-(3R,5S)-3,4,5-trimethylpiperazin-1-yl]phenyl]-6-oxo-4-(trifluoromethyl)-1H-pyridine-3-carboxamide